ClC1=C2C(=NC=C1C=1C=C(C=CC1)N1C(CN(CC1)CCCN1CCC(CC1)C1=CC=C(C=C1)C1C(NC(CC1)=O)=O)=O)NC=C2C2CC2 3-(4-(1-(3-(4-(3-(4-chloro-3-cyclopropyl-1H-pyrrolo[2,3-b]pyridin-5-yl)phenyl)-3-oxopiperazin-1-yl)propyl)piperidin-4-yl)phenyl)piperidine-2,6-dione